NC=1C=C(C=CC1)S(=O)(=O)NC1=NC=C(C(=N1)C1=C(C=CC=C1C)C)CCCCCC(=O)O 6-[2-[(3-aminophenyl)sulfonylamino]-4-(2,6-dimethylphenyl)pyrimidin-5-yl]hexanoic acid